3-(7-(3-fluoro-4-(trifluoromethyl)phenoxy)-1,2,3,4-tetrahydro-isoquinoline-2-carbonyl)-piperidine-1-carboxamide FC=1C=C(OC2=CC=C3CCN(CC3=C2)C(=O)C2CN(CCC2)C(=O)N)C=CC1C(F)(F)F